5-(difluoromethyl)-6,7-dihydro-5H-pyrazolo[5,1-B][1,3]oxazine-2-carboxylic acid FC(C1CCN2C(O1)=CC(=N2)C(=O)O)F